NC=1N=CC(=NC1OC=1C=NN(C1)C1CCN(CC1)C)C1=CC(=C(C(=C1)C)C1NC(OC1)=O)C 4-(4-(5-amino-6-((1-(1-methylpiperidin-4-yl)-1H-pyrazol-4-yl)oxy)pyrazin-2-yl)-2,6-dimethylphenyl)oxazolidin-2-one